((S)-4-((naphthalen-1-ylmethyl)amino)-4-oxobutan-2-yl)glutaramide C1(=CC=CC2=CC=CC=C12)CNC(C[C@H](C)C(C(=O)N)CCC(=O)N)=O